BrC=1C=NC(=NC1)C1(CC1)N 1-(5-bromopyrimidin-2-yl)cyclopropane-1-amine